6-((4-((3-cyanobenzyl)oxy)-3-methoxyphenyl)amino)-3-(4-methylpiperazin-1-yl)quinoxaline-5-carbonitrile C(#N)C=1C=C(COC2=C(C=C(C=C2)NC2=C(C=3N=C(C=NC3C=C2)N2CCN(CC2)C)C#N)OC)C=CC1